methyl 1-(1-(2'-methoxy-4'-(trifluoromethyl)-[1,1'-biphenyl]-4-yl) butyl)-1H-imidazole-5-carboxylate COC1=C(C=CC(=C1)C(F)(F)F)C1=CC=C(C=C1)C(CCC)N1C=NC=C1C(=O)OC